C(C1=CC=CC=C1)O[C@H]1[C@H](O[C@H]([C@@H]([C@H]1OCC1=CC=CC=C1)[N+](=O)[O-])OC)COCC1=CC=CC=C1 (2R,3R,4R,5R,6R)-3,4-bis(benzyloxy)-2-((benzyloxy)methyl)-6-methoxy-5-nitrotetrahydro-2H-pyran